Dodecaldehyde C(CCCCCCCCCCC)=O